5-(4-chloro-2-fluorophenyl)-7-(2-(5-fluoro-3-pyridinyl)-4-morpholinyl)-2,3-dimethylpyrido[4,3-d]pyrimidin-4(3H)-one ClC1=CC(=C(C=C1)C1=NC(=CC=2N=C(N(C(C21)=O)C)C)N2CC(OCC2)C=2C=NC=C(C2)F)F